ClCC1=C(C=C(C=C1)[N+]#[C-])[N+]#[C-] 1-chloromethyl-2,4-diisocyanobenzene